BrCC=1C(=C(C(=O)OC)C=CC1)F methyl (bromomethyl)-2-fluorobenzoate